(S)-3-fluoro-N'-((2,4,5,6-tetrahydro-1H-cyclobuta[f]inden-3-yl)carbamoyl)-6,7-dihydro-4H-thieno[3,2-c]pyran-2-sulfonimidamide FC1=C(SC2=C1COCC2)[S@](=O)(N)=NC(NC2=C1C(=CC=3CCCC23)CC1)=O